2-amino-3-(7-isopropyl-1H-indol-3-yl)propionic acid hydrochloride Cl.NC(C(=O)O)CC1=CNC2=C(C=CC=C12)C(C)C